propyl-(benzyl)diphenoxysilane Tert-butyl-4-(2-((5-fluoro-4-(8-fluoro-4-(2-hydroxypropan-2-yl)quinolin-6-yl)pyrimidin-2-yl)amino)pyrimidin-5-yl)piperidine-1-carboxylate C(C)(C)(C)OC(=O)N1CCC(CC1)C=1C=NC(=NC1)NC1=NC=C(C(=N1)C=1C=C2C(=CC=NC2=C(C1)F)C(C)(C)O)F.C(CC)[Si](OC1=CC=CC=C1)(OC1=CC=CC=C1)CC1=CC=CC=C1